The molecule is a 1-alkyl-2-acetyl-3-acyl-sn-glycerol in which the alkyl and acyl groups are specified as palmityl and stearoyl. It derives from a 1-O-palmityl-2-acetyl-sn-glycerol and an octadecanoic acid. CCCCCCCCCCCCCCCCCC(=O)OC[C@@H](COCCCCCCCCCCCCCCCC)OC(=O)C